FC(C=1NC(=C(N1)C#N)C#N)(F)F.[Na] sodium 2-trifluoromethyl-4,5-dicyanoimidazole